racemic-8-fluoro-1-(isobutylamino)-2,3,4,5-tetrahydro-1H-phenanthridin-6-one FC=1C=C2C(NC=3CCC[C@H](C3C2=CC1)NCC(C)C)=O |r|